NC=1C(NC2=CC=CC=C2N1)=O 3-aminoquinoxaline-2(1H)-one